2-(2'-hydroxyphenyl)benzotri-azole OC1=C(C=CC=C1)N1N=C2C(=N1)C=CC=C2